2-[benzyl-(2-hydroxyethyl)amino]-1-(5-fluoro-6-methyl-2-pyridyl)ethanol C(C1=CC=CC=C1)N(CC(O)C1=NC(=C(C=C1)F)C)CCO